C(#N)CCNCC=1C=C(C=CC1)N1CCN(CC1)C(=O)OC(C)(C)C tert-butyl 4-(3-(((2-cyanoethyl)amino)methyl)phenyl)piperazine-1-carboxylate